ClC(C)(C1=CC=CC=C1)C1=C(C=CC=C1)C chloro(methylphenyl)phenylethane